FC1=C(C=CC=C1)C1=CC(=NO1)C(=O)NC(C(N[C@@H](C[C@H]1C(NCC1)=O)C(COC(F)(F)F)=O)=O)CC1CCOCC1 5-(2-fluorophenyl)-N-(1-oxo-1-(((S)-3-oxo-1-((S)-2-oxopyrrolidin-3-yl)-4-(trifluoromethoxy)butan-2-yl)amino)-3-(tetrahydro-2H-pyran-4-yl)propan-2-yl)isoxazole-3-carboxamide